[NH4+].[PH4+].[NH4+].[NH4+].[NH4+] ammonium ammonium salt Ammonium phosphonium ammonium salt